4-(4-(2-((4-(3-ethynyl-4-methylbenzamido)-2-(trifluoromethyl)benzyl)amino)ethyl)piperazin-1-yl)benzenesulfonyl fluoride C(#C)C=1C=C(C(=O)NC2=CC(=C(CNCCN3CCN(CC3)C3=CC=C(C=C3)S(=O)(=O)F)C=C2)C(F)(F)F)C=CC1C